2-{1-[(tert-butyldimethylsilyl)oxy]but-3-en-1-yl}-5-{8-chloroimidazo[1,2-a]1,6-naphthyridin-4-yl}-4-methylpyridine [Si](C)(C)(C(C)(C)C)OC(CC=C)C1=NC=C(C(=C1)C)C=1C=2N(C3=CC(=NC=C3C1)Cl)C=CN2